FC=1C=C(CO[C@@H]2CC[C@H](CC2)C(=O)NCC2=C(C(=C(C=C2)C(F)(F)F)C=2NC(C=C(N2)C(F)(F)F)=O)F)C=C(C1)F trans-4-[(3,5-difluorobenzyl)oxy]-N-{2-fluoro-3-[6-oxo-4-(trifluoromethyl)-1,6-dihydropyrimidin-2-yl]-4-(trifluoromethyl)benzyl}cyclohexane-1-carboxamide